C12=CNC=3C=CC4(C5(C13)C1=C(C=CC=C1C=C4NCC5)O)C2 6,11b-(epiminoethano)-1,5a-methanonaphtho[1,2-e]indole-11-ol